(2-((3-cyclopropyl-5-(trifluoromethoxy)benzyl)amino)pyrimidin-5-yl)(3-methoxyazetidin-1-yl)methanone C1(CC1)C=1C=C(CNC2=NC=C(C=N2)C(=O)N2CC(C2)OC)C=C(C1)OC(F)(F)F